1,3-di(naphthalene-2-yl)propane-1,3-dione C1=C(C=CC2=CC=CC=C12)C(CC(=O)C1=CC2=CC=CC=C2C=C1)=O